C1(CCCCC1)C[C@H](C(=O)N1CC(C(CC1)O)(C)C)C 1-((R)-3-cyclohexyl-2-methylpropionyl)-4-hydroxy-3,3-dimethylpiperidine